C(C)OC(=O)C=1C(=NN(C1CC1=CC=CC=C1)C)CC=O 5-benzyl-1-methyl-3-(2-oxoethyl)-1H-pyrazole-4-carboxylic acid ethyl ester